(2E,14E)-4,7,10,13-tetraoxahexadecane-2,14-diene C\C=C\OCCOCCOCCO\C=C\C